tert-Butyl 6-formyl-3,4-dihydro-2H-1,4-benzoxazine-4-carboxylate C(=O)C=1C=CC2=C(N(CCO2)C(=O)OC(C)(C)C)C1